NC1CCC(CC1)NC1=C(C=NC(=C1)NC1=CC=C2C(=N1)N(N=C2)C(C)C)C2=NC=C(C=C2)C(=O)N2CCOCC2 (4'-(((1s,4s)-4-Aminocyclohexyl)amino)-6'-((1-isopropyl-1H-pyrazolo[3,4-b]pyridin-6-yl)amino)-[2,3'-bipyridin]-5-yl)(morpholino)methanone